tetrAbutyl-N-[3-(1,3-dioxoisoindol-2-yl)propyl]-N-[2-(4-fluorophenyl)ethyl]carbamate C(CCC)C(C(C1=CC=C(C=C1)F)(CCCC)CCCC)(N(C([O-])=O)CCCN1C(C2=CC=CC=C2C1=O)=O)CCCC